C(#N)C=1C(=C(C=CC1)C(CC(F)(F)F)N(CCNC(OC(C)(C)C)=O)C1CC1)F tert-butyl (2-((1-(3-cyano-2-fluorophenyl)-3,3,3-trifluoropropyl)(cyclopropyl)amino)ethyl)carbamate